BrC1=CC=2C(N(CC(C2O1)C)CC(=O)OCC)=O ethyl 2-(2-bromo-7-methyl-4-oxo-6,7-dihydrofuro[3,2-c]pyridin-5-yl)acetate